N1(C=CC=C1)C(C#N)C Azol-1-ylpropionitrile